ClC=1C=C(C=CC1N1C(N(C=C1)C)=O)C1=C(C(=CC(=C1)F)C1=CC(=NC=C1)N1CC2N(CCC2C1)C(C)C)O 1-(3-chloro-5'-fluoro-2'-hydroxy-3'-(2-(1-isopropylhexahydropyrrolo[3,4-b]pyrrol-5(1H)-yl)pyridin-4-yl)-[1,1'-biphenyl]-4-yl)-3-methyl-1H-imidazol-2(3H)-one